N-(3-chloro-4-fluorophenyl)-1,2,4-trimethyl-5-(2-oxo-2-(pyridin-2-ylamino)acetyl)-1H-pyrrole-3-carboxamide ClC=1C=C(C=CC1F)NC(=O)C1=C(N(C(=C1C)C(C(NC1=NC=CC=C1)=O)=O)C)C